formyl-morpholine C(=O)N1CCOCC1